C(C)(C)N1N=C(C(=C1C)O)C1=CC(=CC=C1)C(Br)(Br)Br 1-isopropyl-3-(3-(tribromomethyl)phenyl)-5-methyl-pyrazol-4-ol